tert-butyl ((10S,13S,16R)-16-amino-10-(3-benzyl-1,2,4-oxadiazol-5-yl)-13-(4-hydroxy-2,6-dimethylbenzyl)-2,2-dimethyl-4,12,15-trioxo-3-oxa-5,11,14-triazanonadecan-19-yl)carbamate N[C@@H](C(N[C@H](C(N[C@@H](CCCCNC(OC(C)(C)C)=O)C1=NC(=NO1)CC1=CC=CC=C1)=O)CC1=C(C=C(C=C1C)O)C)=O)CCCNC(OC(C)(C)C)=O